tert-butyl 4-[3-[5-carbamoyl-3-nitro-2-[[(E)-4-[(3-nitro-2-pyridyl)amino]but-2-enyl]amino]phenoxy]propyl]piperazine-1-carboxylate C(N)(=O)C=1C=C(C(=C(OCCCN2CCN(CC2)C(=O)OC(C)(C)C)C1)NC\C=C\CNC1=NC=CC=C1[N+](=O)[O-])[N+](=O)[O-]